ClC1=NC(=NC(=N1)C1=CC=CC=C1)C=1C=C(C=CC1)O 3-(4-chloro-6-phenyl-1,3,5-triazin-2-yl)phenol